C1(=CC=C(C=C1)C1=NN=C(O1)[C@H](C)NC(C1=NC=CC(=C1O)OC)=O)C1=CC=CC=C1 (S)-N-(1-(5-([1,1'-biphenyl]-4-yl)-1,3,4-oxadiazol-2-yl)ethyl)-3-hydroxy-4-methoxypicolinamide